(3S,4R)-4-((5-fluoro-7-((S)-3-(2,2,2-trifluoroethyl)pyrrolidin-1-yl)pyrrolo[2,1-f][1,2,4]triazin-2-yl)amino)tetrahydro-2H-pyran-3-ol FC=1C=C(N2N=C(N=CC21)N[C@H]2[C@@H](COCC2)O)N2C[C@@H](CC2)CC(F)(F)F